N,N'-[oxybis(2,1-ethanediyloxy-3,1-propanediyl)]bisacrylamide O(CCOCCCNC(C=C)=O)CCOCCCNC(C=C)=O